methyl 6-(azidomethyl)-3-ethoxypyridine-2-carboxylate N(=[N+]=[N-])CC1=CC=C(C(=N1)C(=O)OC)OCC